2-[(6,7-dichloro-3-iodo-1H-indol-4-yl)oxy]propanenitrile ClC1=CC(=C2C(=CNC2=C1Cl)I)OC(C#N)C